CC=1N=C2N(N=C(C=C2C)C=2C=C3C=CN(C(C3=C(C2)F)=O)C2CN(CC2)C(=O)OC(C)(C)C)C1 tert-butyl 3-[6-(2,8-dimethylimidazo[1,2-b]pyridazin-6-yl)-8-fluoro-1-oxo-2-isoquinolyl]pyrrolidine-1-carboxylate